C1(CCCCC1)C1=[N+](C(=CC(=C1)C1=C(C=CC(=C1)NS(=O)(=O)CC)OC1=C(C=C(C=C1)F)F)C)[O-] 2-cyclohexyl-4-(2-(2,4-difluorophenoxy)-5-(ethylsulfonylamino)phenyl)-6-methylpyridine 1-oxide